3-(difluoromethoxy)-5-(2-morpholinoethoxy)aniline FC(OC=1C=C(N)C=C(C1)OCCN1CCOCC1)F